tert-butyl 5-[6-(methoxycarbonyl)pyridin-3-yl]-2,5-diazabicyclo[4.1.0]heptane-2-carboxylate COC(=O)C1=CC=C(C=N1)N1CCN(C2CC12)C(=O)OC(C)(C)C